ClC1=CC(=C(N=N1)C(=O)N)NC1=C(C(=CC=C1)C1=NN(C(=C1)P(=O)(C)C)C1CC1)OC 6-chloro-4-((3-(1-cyclopropyl-5-(dimethylphosphoryl)-1H-pyrazol-3-yl)-2-methoxyphenyl)amino)pyridazine-3-carboxamide